COC1=CC=CC=2NC(=NC21)C(=O)O 4-methoxy-1H-1,3-benzodiazole-2-carboxylic acid